C(C1=CC=CC=C1)OC(=O)N1CCC(CC1)(C(=O)O)C 1-((benzyloxy)carbonyl)-4-methylpiperidine-4-carboxylic acid